Methyl-2-(3-(imino(5-isopropoxy-4-(trifluoromethyl)pyridin-2-yl)methyl)thioureido)nicotinate COC(C1=C(N=CC=C1)NC(=S)NC(C1=NC=C(C(=C1)C(F)(F)F)OC(C)C)=N)=O